Azetidinyl-pyrimidine N1(CCC1)C1=NC=CC=N1